C(C)OC1=C(C(=CC(=C1)C1(OCCO1)C)OCC)C(C)O 1-[2,6-Diethoxy-4-(2-methyl-1,3-dioxolan-2-yl)phenyl]ethan-1-ol